(R)-tert-butyl 1-(4-fluorophenyl)-4a-(thiazole-2-carbonyl)4a,5,7,8-tetrahydro-1H-pyrazolo[3,4-g]isoquinoline-6(4H)-carboxylate FC1=CC=C(C=C1)N1N=CC2=C1C=C1CCN(C[C@]1(C2)C(=O)C=2SC=CN2)C(=O)OC(C)(C)C